methyl 4-(5-bromo-1-(tetrahydro-2H-pyran-4-yl)-1H-pyrrolo[2,3-b]pyridin-3-yl)-3-(trifluoromethoxy)benzoate BrC=1C=C2C(=NC1)N(C=C2C2=C(C=C(C(=O)OC)C=C2)OC(F)(F)F)C2CCOCC2